BrC1=CC=CC(=N1)NC(=O)[C@@H]1[C@@H]2O[C@@H]2CN1C(=O)OC(C)(C)C (1S,2S,5R)-tert-Butyl 2-((6-bromopyridin-2-yl)carbamoyl)-6-oxa-3-azabicyclo[3.1.0]hexane-3-carboxylate